CN1CCC2(CCN(C2)C(=O)OC2=CC=C3C(=CC=NC3=C2)NC2=CN=NC(=C2)C2=C(C=CC(=C2)Cl)F)CC1 4-{[6-(5-chloro-2-fluorophenyl)pyridazin-4-yl]amino}-quinolin-7-yl 8-methyl-2,8-diazaspiro[4.5]decane-2-carboxylate